FC=1C=NN2C1C(NC(=C2)C)=O 3-fluoro-6-methyl-5H-pyrazolo[1,5-a]pyrazin-4-one